Br[C@H](C(=O)OC)CC (S)-methyl bromobutyrate